2-((3-(4-(1,1-difluorobutyl)phenyl)-1,2,4-oxadiazol-5-yl)methyl)acrylic acid FC(CCC)(F)C1=CC=C(C=C1)C1=NOC(=N1)CC(C(=O)O)=C